C(C)(C)(C)OC(=O)NCCOC=1C=C(C=CC1)C1=CC=C2C(=CC=NC2=C1)C(=O)OC methyl 7-(3-(2-((tert-butoxycarbonyl)amino)ethoxy)phenyl)quinoline-4-carboxylate